FC=1C(=C(C=CC1F)[C@H]1[C@@H](O[C@]([C@@H]1C)(C(F)(F)F)C)C(=O)NC1=CC(=NC(=C1)C)C(=O)N)OC 4-[[(2R,3S,4R,5R)-3-(3,4-Difluoro-2-methoxy-phenyl)-4,5-dimethyl-5-(trifluoromethyl)tetrahydrofuran-2-carbonyl]amino]-6-methyl-pyridin-2-carboxamid